FC(C(=O)O)(F)F.FC(C(=O)O)(F)F.NC1=CC=C(C(=N1)C)CNC([C@H](C)NC(=O)[C@@H]1NC[C@H](C1)CC1=CC=C(C=C1)C1CCC1)=O (2R,4S)-N-((S)-1-(((6-Amino-2-methylpyridin-3-yl)methyl)amino)-1-oxopropan-2-yl)-4-(4-cyclobutylbenzyl)pyrrolidine-2-carboxamide Di-trifluoroacetate salt